C(C)CC(C(=O)O)(C)Br.BrC(C(=O)OCC)(C)C ethyl alpha-bromoisobutyrate (ethyl alpha-bromoisobutyrate)